COC=1C=2N(C=CC1)C=C(N2)C=2O[C@@H]([C@H](N2)C2=CC=CC=C2)C2=CC=CC=C2 (4R,5R)-2-(8-methoxyimidazo[1,2-a]pyridin-2-yl)-4,5-diphenyl-4,5-dihydro-oxazole